C(\C=C\CCCCCCC)=O Trans-2-decenal